(R)-N-(4-(4-morpholino-7H-pyrrolo[2,3-d]pyrimidin-6-yl)phenyl)-4-((3-(2-(piperazin-1-ylmethyl)acrylamido)piperidin-1-yl)methyl)picolinamide trihydrochloride Cl.Cl.Cl.O1CCN(CC1)C=1C2=C(N=CN1)NC(=C2)C2=CC=C(C=C2)NC(C2=NC=CC(=C2)CN2C[C@@H](CCC2)NC(C(=C)CN2CCNCC2)=O)=O